FC=1C=C(OC2CN(C2)[C@H]2[C@@H](CCCC2)OC=2C=C3CN(C(C3=CC2)=O)C2C(NC(CC2)=O)=O)C=CC1 3-(5-(((1R,2R)-2-(3-(3-fluorophenoxy)azetidin-1-yl)cyclohexyl)oxy)-1-oxoisoindolin-2-yl)piperidine-2,6-dione